tert-butyl (7-(but-1-yn-1-yl)-6-((2R,3s)-2-((tert-butoxycarbonyl)amino)-3-fluorobutyl)-2-chloropyrrolo[2,1-f][1,2,4]triazin-4-yl)(furan-2-ylmethyl)carbamate C(#CCC)C1=C(C=C2C(=NC(=NN21)Cl)N(C(OC(C)(C)C)=O)CC=2OC=CC2)C[C@H]([C@H](C)F)NC(=O)OC(C)(C)C